2'-[3-(2-hydroxy-prop-2-yl)-2-oxopyridin-1-yl]-5',6-dimethyl-[1,4'-bipyridine]-2-one OC(C)(C)C=1C(N(C=CC1)C1=NC=C(C(=C1)N1C(C=CC=C1C)=O)C)=O